ClC=1C(=C2C=NNC2=C(C1F)N(C)[C@H](C)[C@@H](C)OC)C=1N=CC=2N(C1)C=C(N2)NC(=O)[C@H]2[C@H](C2)F (1S,2S)-N-(6-(5-chloro-6-fluoro-7-(((2R,3R)-3-methoxybutan-2-yl)(methyl)amino)-1H-indazol-4-yl)imidazo[1,2-a]pyrazin-2-yl)-2-fluorocyclopropane-1-carboxamide